N-[4-(3-Cyanophenyl)-5-(2,6-dimethyl-4-pyridyl)thiazol-2-yl]-1-methyl-1,7-diazaspiro[3.4]octane-7-carboxamide formate salt C(=O)O.C(#N)C=1C=C(C=CC1)C=1N=C(SC1C1=CC(=NC(=C1)C)C)NC(=O)N1CCC2(CCN2C)C1